CC1=CC=C(CCN2CCC3(CC2)C2=C(NC(O3)=O)C=CC=C2)C=C1 1'-(4-methylphenethyl)spiro[benzo[d][1,3]oxazine-4,4'-piperidin]-2(1H)-one